BrC=1C=C2C=CC3(CCOCC3)C2=CC1F 5-bromo-6-fluoro-2',3',5',6'-tetrahydrospiro[indene-1,4'-pyran]